[N+](=O)([O-])CC(C=1SC=CC1)C1=C(NC2=CC=CC=C12)C1=CC=C(C=C1)S(=O)(=O)F 4-(3-(2-nitro-1-(thiophen-2-yl)ethyl)-1H-indol-2-yl)benzenesulfonyl fluoride